N,N',N'',N'''-tetrapropylsilanetetraamine C(CC)N[Si](NCCC)(NCCC)NCCC